C(C)C1=C(C(=C(C(=C1C)OC(C)(C)C)CC)C)O 2,5-diethyl-3,6-dimethyl-4-tert-butoxyphenol